FC1(CCN(CC1)C1=NC(=CC(=C1NC(OCC)=O)C)N1CC=2C=CC=NC2CC1)F ethyl N-[2-(4,4-difluoro-1-piperidyl)-6-(7,8-dihydro-5H-1,6-naphthyridin-6-yl)-4-methyl-3-pyridyl]carbamate